3-(3-isopropyl-cyclohex-1-en-1-yl)propanal C(C)(C)C1C=C(CCC1)CCC=O